[(Z)-hex-3-enyl] 2-aminobenzoate (HEXENYL-3-CIS-ANTHRANILATE) C(=CCCCC)NC=1C(C(=O)O)=CC=CC1.NC1=C(C(=O)OCC\C=C/CC)C=CC=C1